COCOC(C)C=1C=CC(=NC1)C(C)O [5-(1-methoxymethoxy-ethyl)pyridin-2-yl]ethanol